3-[3-[N-(2-Chloro-3-trifluoromethylbenzyl)-(2,2-diphenylethyl)amino]propyloxy]phenylacetic acid hydrochloride C1=CC=C(C=C1)C(CN(CCCOC2=CC=CC(=C2)CC(=O)O)CC3=C(C(=CC=C3)C(F)(F)F)Cl)C4=CC=CC=C4.Cl